C(C)(C)C1=C(NC2=CC=C(C=C12)C1CCN(CC1)C(C)C)C1=CC(=NC=C1)C 3-isopropyl-5-(1-isopropylpiperidin-4-yl)-2-(2-methylpyridin-4-yl)-1H-indole